IC=1C=C(CNC2=C3N=CN(C3=NC=N2)[C@H]2[C@@H]([C@@H]([C@H](O2)C(=O)NNC)O)O)C=CC1 (2S,3S,4R,5R)-5-(6-(3-iodobenzylamino)-9H-purin-9-yl)-3,4-dihydroxy-N'-methyl-tetrahydrofuran-2-Carbohydrazide